C(C)N(C(COC1=CC=C(C=C1)C(\C=C\C1=CC(=C(C=C1)OC)O)=O)=O)CC N,N-Diethyl-2-[4-[(E)-3-(3-hydroxy-4-methoxyphenyl)prop-2-enoyl]phenoxy]acetamide